BrC=1C=CC(=C(C#N)C1)N1C(N(CC1)C1CCNCC1)=O 5-bromo-2-[2-oxo-3-(piperidin-4-yl)imidazolidin-1-yl]benzonitrile